C(#N)CC(=O)N1CCC(CC1)C=1N=C(C2=C(C=NNC2=O)N1)NC1=CC=C(CN2CCC(CC2)C(=O)O)C=C1 1-(4-((2-(1-(2-cyanoacetyl)piperidin-4-yl)-5-oxo-5,6-dihydropyrimido[4,5-d]pyridazin-4-yl)amino)benzyl)piperidine-4-carboxylic acid